O([C@H]1[C@H](O)[C@@H](O)[C@H](O)[C@H](O1)CO)[C@H]1[C@H](O)[C@H](O)[C@@H](O)[C@@H](O1)C alpha-L-rhamnopyranosyl-(1→4) beta-D-glucopyranoside